2-(4-chlorophenyl)-5-methyl-1,3,4-oxadiazole ClC1=CC=C(C=C1)C=1OC(=NN1)C